(6-((2-((2-methoxy-5-(1-methyl-1H-pyrazol-4-yl)-4-(4-methylpiperazin-1-yl)phenyl)amino)-7H-pyrrolo[2,3-d]pyrimidin-4-yl)amino)quinolin-5-yl)dimethyl-phosphine oxide COC1=C(C=C(C(=C1)N1CCN(CC1)C)C=1C=NN(C1)C)NC=1N=C(C2=C(N1)NC=C2)NC=2C(=C1C=CC=NC1=CC2)P(C)(C)=O